COC=1C=C2C(=NC=NC2=CC1OC)N1CCN(CC1)C1(CC1)C#N (4-(6,7-dimethoxyquinazolin-4-yl)piperazin-1-yl)cyclopropanecarbonitrile